tetradecyl pyridiniumsulfonate Pyridinium [NH+]1=CC=CC=C1.[N+]1(=CC=CC=C1)S(=O)(=O)OCCCCCCCCCCCCCC